methylethyl (5-chloro-8-quinolinoxy) malonate C(CC(=O)OOC=1C=CC(=C2C=CC=NC12)Cl)(=O)OC(C)C